methyl (3R,6S)-6-methyl-1-(2-(p-tolyl)acetyl)piperidine-3-carboxylate C[C@H]1CC[C@H](CN1C(CC1=CC=C(C=C1)C)=O)C(=O)OC